O=C(O)[C@H](N)CC1=CC=C(O)C(O)=C1 R-dopa